1,2-bis(4-bromophenyl)ethane-1,2-dione BrC1=CC=C(C=C1)C(C(=O)C1=CC=C(C=C1)Br)=O